N1=C(C=CC2=CC=CC=C12)CNC(C)=O N-(quinolin-2-ylmethyl)acetamide